(1R)-1-(3-bromophenyl)ethanamine BrC=1C=C(C=CC1)[C@@H](C)N